5-[4-({4-[({2-chloro-[1,1'-biphenyl]-4-yl}methyl)amino]butyl}amino)butyl]benzo[c]2,6-naphthyridine-8-carboxylic acid ClC1=C(C=CC(=C1)CNCCCCNCCCCC1=NC2=C(C3=CN=CC=C13)C=CC(=C2)C(=O)O)C2=CC=CC=C2